2-(dimethylamino)-N-[5-(4,4,5,5-tetramethyl-1,3,2-dioxaborolan-2-yl)pyridin-3-yl]acetamide CN(CC(=O)NC=1C=NC=C(C1)B1OC(C(O1)(C)C)(C)C)C